IC1=CC=C(C=C1)C1=C(C=CC=C1)N(C(C1=CC=CC=C1)=O)OC N-(4'-iodo-[1,1'-biphenyl]-2-yl)-N-methoxybenzamide